7-azido-6,7-dihydro-5H-pyrrolo[1,2-a]imidazole N(=[N+]=[N-])C1CCN2C1=NC=C2